(2R,3S,4S)-4-hydroxy-2-[(4-methoxyphenyl)methyl]pyrrolidin-3-yl N-{[2,6-bis(azetidin-1-yl)pyridin-4-yl]methyl}carbamate N1(CCC1)C1=NC(=CC(=C1)CNC(O[C@H]1[C@H](NC[C@@H]1O)CC1=CC=C(C=C1)OC)=O)N1CCC1